tert-butyl N-[6-(2-pyridylamino)-1,3-benzothiazol-2-yl]carbamate N1=C(C=CC=C1)NC1=CC2=C(N=C(S2)NC(OC(C)(C)C)=O)C=C1